NC1=NC(=C(C=C1C=1C=C2CCNC(C2=CC1F)=O)C1=CC=C(C=C1)N1CCN(CC1)CCC(F)(F)F)F 6-(2-amino-6-fluoro-5-(4-(4-(3,3,3-trifluoropropyl)piperazin-1-yl)phenyl)pyridin-3-yl)-7-fluoro-3,4-dihydroisoquinolin-1(2H)-one